3-Benzyl-8'-bromo-7'-fluorospiro[cyclobutane-1,1'-pyrrolo[2,3-c]quinolin]-2'(3'H)-one C(C1=CC=CC=C1)C1CC2(C(NC=3C=NC=4C=C(C(=CC4C32)Br)F)=O)C1